(S)-4-ethyl-7-fluoro-4-hydroxy-10,11-dimethyl-1,12-dihydro-14H-pyrano[3',4':6,7]indolizino[2,1-b]quinoline-3,6,14(4H,11H)-trione C(C)[C@]1(C(OCC=2C(N3CC=4N(C5=C(C=CC(=C5C(C4C3=CC21)=O)F)C)C)=O)=O)O